tert-butyl (4S)-5-amino-4-(5-bromo-3-methyl-1-oxoisoindolin-2-yl)-5-oxopentanoate NC([C@H](CCC(=O)OC(C)(C)C)N1C(C2=CC=C(C=C2C1C)Br)=O)=O